2-(4-(6-bromoquinazolin-4-yl)piperazin-1-yl)thiazole BrC=1C=C2C(=NC=NC2=CC1)N1CCN(CC1)C=1SC=CN1